tert-Butyl 3-(5-bromo-2-pyridyl)-3-hydroxy-pyrrolidine-1-carboxylate BrC=1C=CC(=NC1)C1(CN(CC1)C(=O)OC(C)(C)C)O